C(=O)C1CCC(CC1)N1N=C2C=C(C(=CC2=C1)NC(=O)C1=NC=CC=C1)OC[C@H]1N(C(CC1)=O)COCC[Si](C)(C)C N-[2-(4-formylcyclohexyl)-6-[[(2S)-5-oxo-1-(2-trimethylsilylethoxymethyl)pyrrolidin-2-yl]methoxy]indazol-5-yl]pyridine-2-carboxamide